C(C)(=O)N1CCC(CC1)(C1=CC2=C(N=CN=C2N[C@H](C)C2=C(C(=CC=C2)C(F)F)F)N2C1=NN=C2)NC(C)=O (R)-N-(1-acetyl-4-(4-((1-(3-(difluoromethyl)-2-fluorophenyl)ethyl)amino)-[1,2,4]triazolo[4',3':1,6]pyrido[2,3-d]pyrimidin-6-yl)piperidin-4-yl)acetamide